C(#N)Br Cyanobromid